2-(3-(p-hydroxyphenyl)-propionamido)-benzoic acid N-methylglucamine salt CNC[C@H](O)[C@@H](O)[C@H](O)[C@H](O)CO.OC1=CC=C(C=C1)CCC(=O)NC1=C(C(=O)O)C=CC=C1